(4-((5-chloro-4-(1-isopropyl-1H-pyrazol-4-yl)pyrimidin-2-yl)amino)-3-methoxyphenyl)(morpholino)methanone ClC=1C(=NC(=NC1)NC1=C(C=C(C=C1)C(=O)N1CCOCC1)OC)C=1C=NN(C1)C(C)C